amino-N-(3-fluoro-4-bromophenyl)-N'-(3-guanidinopropoxy)-1,2,5-oxadiazole-3-carboxamidine hydrochloride Cl.NC=1C(=NON1)C(=NOCCCNC(=N)N)NC1=CC(=C(C=C1)Br)F